isotridecyl maleate C(\C=C/C(=O)[O-])(=O)OCCCCCCCCCCC(C)C